N2-phosphinylguanidine [PH2](=O)N=C(N)N